C(C)N[C@@H]1C2=C(S([C@H](C1)C)(=O)=O)SC(=C2)S(=O)(=O)NC(C(OC(=O)C(C)OC(C(C)O)=O)C)=O 2-hydroxy-propionic acid 1-[2-((4S,6S)-4-ethylamino-6-methyl-7,7-dioxo-4,5,6,7-tetrahydro-7λ*6*-thieno[2,3-b]thiopyran-2-sulfonylamino)-1-methyl-2-oxo-ethoxycarbonyl]-ethyl ester